O[C@@H]1CC2=CC([C@H]3[C@@H]4CC[C@H]([C@@H](CCCC(C)(C)O)C)[C@]4(CC[C@@H]3[C@]2(CC1)C)C)=O 3β,25-dihydroxycholesta-6(5)-En-7-one